[Si](C)(C)(C(C)(C)C)OC[C@H]1OC[C@@H]([C@@H]1O)O (2R,3S,4S)-2-[{(tert-butyldimethylsilyl)oxy}methyl]tetrahydrofuran-3,4-diol